4-(methylsulfonyl)piperidin CS(=O)(=O)C1CCNCC1